(1R,4R)-4-(((5-fluoro-2-((1-(2-fluoroethyl)-1H-pyrazol-4-yl)amino)pyrimidin-4-yl)oxy)methyl)cyclohexan-1-ol FC=1C(=NC(=NC1)NC=1C=NN(C1)CCF)OCC1CCC(CC1)O